5-methoxy-N-(1,2,3,4-tetrahydroisoquinolin-7-yl)pyridine-2-carboxamide hydrochloride Cl.COC=1C=CC(=NC1)C(=O)NC1=CC=C2CCNCC2=C1